10-(2,2-dimethyl-butyryl)-3,7-bis(α,α-dimethylbenzyl)-10H-phenothiazine-5,5-dioxide CC(C(=O)N1C2=CC=C(C=C2S(C=2C=C(C=CC12)C(C1=CC=CC=C1)(C)C)(=O)=O)C(C1=CC=CC=C1)(C)C)(CC)C